N1C(=S)NC(=O)C=C1 thiouracil